1-benzhydryl-3-(2-bromo-6-fluorophenyl)azetidine-3-carboxylic acid C(C1=CC=CC=C1)(C1=CC=CC=C1)N1CC(C1)(C(=O)O)C1=C(C=CC=C1F)Br